(R)-3-((S)-1-(tert-butoxy)-3-(5-formylbenzofuran-2-yl)-1-oxopropane-2-yl)pyrrolidine-1-carboxylic acid tert-butyl ester C(C)(C)(C)OC(=O)N1C[C@H](CC1)[C@@H](C(=O)OC(C)(C)C)CC=1OC2=C(C1)C=C(C=C2)C=O